tert-butyl-(2R,4R)-1-(3-chloro-2-fluorobenzyl)-4-((6-chloro-3-fluoro-4-(prop-1-en-2-yl) pyridin-2-yl) methyl)-2-methylpiperidine-4-carboxylate C(C)(C)(C)OC(=O)[C@]1(C[C@H](N(CC1)CC1=C(C(=CC=C1)Cl)F)C)CC1=NC(=CC(=C1F)C(=C)C)Cl